N-benzyl-5-(4,6-dimorpholino-1,3,5-triazin-2-yl)benzo[d]oxazol-2-amine C(C1=CC=CC=C1)NC=1OC2=C(N1)C=C(C=C2)C2=NC(=NC(=N2)N2CCOCC2)N2CCOCC2